ClC=1C(=C(NC=2C3=C(N=CN2)C=NC(=C3)N3CCN(C2(CC2)C3)C(=O)OC(C)(C)C)C=CC1)F tert-butyl 7-[4-(3-chloro-2-fluoro-anilino)pyrido[3,4-d]pyrimidin-6-yl]-4,7-diazaspiro[2.5]octane-4-carboxylate